BrC=1C2=C(SC1C(F)(F)P(OCC)(OCC)=O)C(=CC(=C2)I)OCCCS(=O)(=O)C diethyl ((3-bromo-5-iodo-7-(3-(methylsulfonyl)propoxy)benzo[b]thiophen-2-yl)difluoromethyl)phosphonate